CCOC(=O)C1=CCN(C1)C(=O)OC(C)(C)C ethyl N-Boc-2,5-dihydropyrrole-3-carboxylate